monosodium l-aspartate N[C@@H](CC(=O)O)C(=O)[O-].[Na+]